C1=CC=CC=2C3=CC=CC=C3C(C12)COC(=O)N[C@@H](COCC1=CC=CC=C1)C(=O)OC(C)(C)C tert-Butyl N-(((9H-fluoren-9-yl)methoxy)carbonyl)-O-benzyl-L-serinate